2-Fluoro-5-(5-(o-tolyl)-1H-indazol-1-yl)phenol FC1=C(C=C(C=C1)N1N=CC2=CC(=CC=C12)C1=C(C=CC=C1)C)O